N,N-diethylamino-2,6-diacetylpyridine-4-carboxamide C(C)NN(C(=O)C1=CC(=NC(=C1)C(C)=O)C(C)=O)NCC